(2-oxa-3-azabicyclo[2.2.2]oct-5-en-3-yl)methanone C12ON(C(C=C1)CC2)C=O